ClC1=CC=C(C=C1)C1=C(C2=CC=CC=C2C=C1)C=1C=CC2=C(OC3=C2C=CC=C3)C1 1-chloro-4-{1-(dibenzofuran-3-yl)naphthalene-2-yl}benzene